Bis(2-hydroxyethyl) (disulfanediylbis(ethane-2,1-diyl))dicarbamate S(SCCNC(OCCO)=O)CCNC(OCCO)=O